N-((1r,4R)-4-((8-cyanoquinolin-5-yl)oxy)cyclohexyl)-6-((1R,5S,6R)-6-(hydroxymethyl)-3-azabicyclo[3.1.0]hexan-3-yl)pyridazine-3-carboxamide C(#N)C=1C=CC(=C2C=CC=NC12)OC1CCC(CC1)NC(=O)C=1N=NC(=CC1)N1C[C@H]2C([C@H]2C1)CO